ClC(CC(F)(F)F)(F)F 3-chloro-1,1,1,3,3-pentafluoropropane